C(CCCCCCCCCCCCCCCCCCC)(=O)OC[C@@H](OC(CCCCCCCCCCCCCCCCCCC)=O)COP(=O)(O)OCC[N+](C)(C)C 1,2-di(eicosoyl)-sn-glycero-3-phosphorylcholine